C(C1=CC=CC=C1)OC1=CC=C(C=C1)OC1CC1 1-(benzyloxy)-4-cyclopropoxybenzene